ClCC=1C=CC=C2C=CC=NC12 (E)-8-chloromethyl-quinoline